(S)-1-[(S)-1-[bis[3,5-bis(trifluoromethyl)phenyl]phosphino]ethyl]-2-[2-(diphenylphosphino)phenyl]ferrocene CC([C]1[CH][CH][CH][C]1C2=CC=CC=C2P(C3=CC=CC=C3)C4=CC=CC=C4)P(C5=CC(=CC(=C5)C(F)(F)F)C(F)(F)F)C6=CC(=CC(=C6)C(F)(F)F)C(F)(F)F.[CH]1[CH][CH][CH][CH]1.[Fe]